5-[[2-[(2S,5R)-5-methyl-2-(4-Thiazol-2-Ylphenyl)-1-piperidyl]-2-oxo-acetyl]amino]pyridine-3-carboxamide C[C@@H]1CC[C@H](N(C1)C(C(=O)NC=1C=C(C=NC1)C(=O)N)=O)C1=CC=C(C=C1)C=1SC=CN1